OCCCCCCCC(CCCCCCCC(=O)O)O 16,9-dihydroxyhexadecanoic acid